OC=1C=C(C=CC1)C#CC1=C(C(=O)N2CCN(CC2)C2=CC=C(N=N2)C(=O)OCC=C)C=CC=C1 Prop-2-enyl 6-[4-[2-[2-(3-hydroxyphenyl)ethynyl]benzoyl]piperazin-1-yl]pyridazine-3-carboxylate